N-{1-[5-(4-fluoronaphthalen-1-yl)thiophen-2-yl]ethyl}-6,7-dimethoxy-2-methylquinazolin-4-amine FC1=CC=C(C2=CC=CC=C12)C1=CC=C(S1)C(C)NC1=NC(=NC2=CC(=C(C=C12)OC)OC)C